5-(2-{[(2R,7aS)-2-fluoro-hexahydro-1H-pyrrolizin-7a-yl]methoxy}-7-bromo-8-fluoroquinazolin-4-yl)-2,5-diazabicyclo[2.2.1]heptane-2-carboxylate F[C@@H]1C[C@@]2(CCCN2C1)COC1=NC2=C(C(=CC=C2C(=N1)N1C2CN(C(C1)C2)C(=O)[O-])Br)F